COC[C@H]1C[C@@H](CN1C(C=C)=O)N1N=C(C(=C1NC)C(=O)N)C#CC1=CC=2N(C=C1)N=CN2 1-[(3S,5R)-5-(Methoxymethyl)-1-(prop-2-enoyl)pyrrolidin-3-yl]-5-(methylamino)-3-(2-[[1,2,4]triazolo[1,5-a]pyridin-7-yl]ethynyl)pyrazole-4-carboxamide